2-(4-isopropyl-5-(8-methoxy-[1,2,4]triazolo[1,5-a]pyridin-6-yl)-1H-pyrazol-3-yl)-N-methyl-N-(2-(methylsulfonyl)ethyl)-4,5,6,7-tetrahydrobenzo[d]thiazol-6-amine C(C)(C)C=1C(=NNC1C=1C=C(C=2N(C1)N=CN2)OC)C=2SC1=C(N2)CCC(C1)N(CCS(=O)(=O)C)C